N[C@@H](CCC(=O)OC(C)(C)C)C(=O)OC(C)(C)C Di-tert-butyl L-Glutamate